Cl.FC(C1=CC(=NC=C1)CN)(F)F (4-(trifluoromethyl)pyridin-2-yl)methylamine hydrochloride